C(CCCCCCCCCCCCCCCCC)OC1=C(C=CC(=C1)N)N 1-octadecyloxy-2,5-diaminobenzene